2-amino-3-(trifluoromethoxy)benzoic acid NC1=C(C(=O)O)C=CC=C1OC(F)(F)F